BrC1=CC=C2C=NN(C2=C1Cl)C1OCCCC1 6-bromo-7-chloro-1-(tetrahydro-2h-pyran-2-yl)-1H-indazole